2-[2,6-dimethyl-4-[3-[4-bromophenyl]-3-methoxypropyl]phenoxy]-2-methylpropanoic acid CC1=C(OC(C(=O)O)(C)C)C(=CC(=C1)CCC(OC)C1=CC=C(C=C1)Br)C